ClC1=C(C=C(CNC(=O)C2=NN(C=3C(N(CCC32)CC3(CC3)S(=O)(=O)C(C)(C(CO)O)C)=O)C)C=C1)F N-(4-chloro-3-fluorobenzyl)-6-((1-((3,4-dihydroxy-2-methylbutan-2-yl)sulfonyl)cyclopropyl)methyl)-1-methyl-7-oxo-4,5,6,7-tetrahydro-1H-pyrazolo[3,4-c]pyridine-3-carboxamide